C1CCC(CC1)N2CCCC2=O Cyclohexyl-2-pyrrolidone